Tert-butyl (2-(6-(4-fluorophenyl)imidazo[2,1-b]thiazole-5-carboxamido)ethyl)carbamate FC1=CC=C(C=C1)C=1N=C2SC=CN2C1C(=O)NCCNC(OC(C)(C)C)=O